ClC=1C=C2C(=NC(=NC2=C(C1C1=C(C=CC=C1O)F)F)NC1CCN(CC1)C)N1CCN(CC1)C(=O)OC(C)(C)C tert-Butyl 4-(6-chloro-8-fluoro-7-(2-fluoro-6-hydroxyphenyl)-2-((1-methylpiperidin-4-yl)amino)quinazolin-4-yl)piperazine-1-carboxylate